2-(perfluorohexyl)octane FC(C(C(C(C(C(F)(F)F)(F)F)(F)F)(F)F)(F)F)(C(C)CCCCCC)F